CN1C(C(=CC2=C(C=C(C=C12)N1CCOCC1)C=1C=CC=C2C=C(N=CC12)C=1C=CC(=NC1)C(=O)NCC#CC1=CC(=CC=C1)NC1C(NC(CC1)=O)=O)C)=O 5-(8-(1,3-Dimethyl-7-morpholino-2-oxo-1,2-dihydroquinolin-5-yl)isoquinolin-3-yl)-N-(3-(3-((2,6-dioxopiperidin-3-yl)amino)phenyl)prop-2-yn-1-yl)picolinamide